NC=1C=C(C=C(C1)Cl)CCOCCOCCOCCOCCOCCOCCOCCOCCOCCOCCNC(OC(C)(C)C)=O tert-butyl N-[2-[2-[2-[2-[2-[2-[2-[2-[2-[2-[2-(3-amino-5-chloro-phenyl)ethoxy]ethoxy]ethoxy]ethoxy]ethoxy]ethoxy]ethoxy] ethoxy]ethoxy] ethoxy]ethyl]carbamate